CC1(CC[C@@H](CN1)NC1=NC=C(C(=N1)C1=CNC=2C(N(CCOC21)C=2C=NN(C2)C)=O)C(F)(F)F)C 8-(2-{[(3S)-6,6-dimethylpiperidin-3-yl]amino}-5-(trifluoromethyl)pyrimidin-4-yl)-4-(1-methyl-1H-pyrazol-4-yl)-2H,3H,4H,5H,6H-pyrrolo[2,3-f][1,4]oxazepin-5-one